C(=O)OCCCCCCC(C)C.C(=O)OCCCCCCC(C)C diisononyl diformate